C(#N)CC(=O)N1C[C@@H](CCC1)OC1=NC=C(C2=CC(=C(C=C12)OC(C)C)C(=O)N)C#CC1CC(C1)N(C)C 1-(((R)-1-(2-cyanoacetyl)piperidin-3-yl)oxy)-4-(((1s,3S)-3-(dimethylamino)cyclobutyl)ethynyl)-7-isopropoxyisoquinoline-6-carboxamide